CC=1N=C(C2=C(N1)C=CO2)NC2CCC(CC2)OC2=C1C=CC=NC1=CC(=N2)N2CCOCC2 2-methyl-N-((1s,4s)-4-((7-morpholino-1,6-naphthyridin-5-yl)oxy)cyclohexyl)furo[3,2-d]pyrimidin-4-amine